1-methyl-1-butyl-piperidinium C[N+]1(CCCCC1)CCCC